C(C)(C)(C)C1=CC(=C(C=C1C(F)(F)F)C=1NC=2C=CN=C(C2C(C1)=O)C(=O)N)C 2-[4-tert-butyl-2-methyl-5-(trifluoromethyl)phenyl]-4-oxo-1H-1,6-naphthyridine-5-carboxamide